ClC1=C(CCN)C2=CC=CC=C2N1 2-chlorotryptamine